C(C)C1(C(OCC=2C(N3CC=4C(=NC=5C=CC=CC5C4CC)C3=CC21)=O)=O)O 4,11-diethyl-4-hydroxy-1,12-dihydro-14H-pyrano[3',4':6,7]indolizino[1,2-b]quinoline-3,14(4H)-dione